ClC=1C=CC(=C(C1)[C@H](C)NC1=CC(=C(C(=C1)F)S(=O)(=O)N(C1=NC=NC=C1)CC1=C(C=C(C=C1)OC)OC)F)F (S)-4-((1-(5-chloro-2-fluorophenyl)ethyl)amino)-N-(2,4-dimethoxybenzyl)-2,6-difluoro-N-(pyrimidin-4-yl)benzenesulfonamide